C(CCCCCCCC=CCC=CCCCC)(=O)O heptadeca-9,12-dienoic acid